(2-((2R,5S)-1-benzyl-5-(tert-butoxycarbonyl)pyrrolidin-2-yl)ethyl)-N-(tert-butoxycarbonyl)-L-cysteine C(C1=CC=CC=C1)N1[C@H](CC[C@H]1C(=O)OC(C)(C)C)CCN([C@@H](CS)C(=O)O)C(=O)OC(C)(C)C